FC1=C(CNC(=O)C=2C(C(=C3N([C@@H]4CCCCN(C3=O)[C@H]4C)C2)O)=O)C=CC(=C1)F (7R,13S)-N-(2,4-difluorobenzyl)-12-hydroxy-13-methyl-1,11-dioxo-1,4,5,6,7,11-hexahydro-3H-2,7-methanopyrido[1,2-a][1,4]diazonine-10-carboxamide